5-phenylisoxazol-3-amine C1(=CC=CC=C1)C1=CC(=NO1)N